C(C)(C)(C)C1=NOC(=N1)C(=O)N[C@H](C)C1=C(C=C(C=C1)C1=NC=NC(=C1)NC1=NC=C(C=C1)N1C(CNCC1)(C)C)C (R)-3-(tert-butyl)-N-(1-(4-(6-((5-(2,2-dimethylpiperazin-1-yl)pyridin-2-yl)amino)pyrimidin-4-yl)-2-methylphenyl)ethyl)-1,2,4-oxadiazole-5-carboxamide